COC1=C2C=NN(C2=CC(=C1)C1=NC2=C(N1C(CC(=O)O)C(C)(C)C)C=C(C=C2)C(NC)=O)C2OCCCC2 3-(2-(4-methoxy-1-(tetrahydro-2H-pyran-2-yl)-1H-indazol-6-yl)-6-(methylcarbamoyl)-1H-benzo[d]imidazol-1-yl)-4,4-dimethylpentanoic acid